(2,3-dimethylphenolate) aluminum [Al+3].CC1=C(C=CC=C1C)[O-].CC1=C(C=CC=C1C)[O-].CC1=C(C=CC=C1C)[O-]